N1=C(N=CC=C1)C(C)OC(NC=1N=CC2=CC(=C(C=C2C1)C1=C(C2=C(OCCN2)N=C1)C)F)=O 1-(Pyrimidin-2-yl)ethyl-(7-fluoro-6-(8-methyl-2,3-dihydro-1H-pyrido[2,3-b][1,4]oxazin-7-yl)isochinolin-3-yl)carbamat